8-(4-(methylthio)phenyl)-2-(2-phenoxyacetyl)-1,3,4,12a-tetrahydrobenzo[e]pyrazino[1,2-a][1,4]diazepine-6,12(2H,11H)-dione CSC1=CC=C(C=C1)C1=CC2=C(NC(C3N(C2=O)CCN(C3)C(COC3=CC=CC=C3)=O)=O)C=C1